FC(S(=O)(=O)[O-])(F)F.FC(S(=O)(=O)[O-])(F)F.N(=NC(C)(C)C=1N(CC[N+]1C)C)C(C)(C)C=1N(CC[N+]1C)C 2,2'-[diazene-1,2-diylbis(propane-2,2-diyl)]bis(1,3-dimethyl-4,5-dihydro-1H-imidazole-3-ium) ditrifluoromethanesulfonate